2-((2,5-Dimethylphenyl)thio)-1-(4-(trans-2-phenylcyclopropanecarbonyl)piperazin-1-yl)-ethanone CC1=C(C=C(C=C1)C)SCC(=O)N1CCN(CC1)C(=O)[C@H]1[C@@H](C1)C1=CC=CC=C1